2-hydroxy-2-methyl-1-phenylpropan-1-one 2-((4-hydroxy-2-iodo-5-methoxybenzyl)amino)-2-oxoethyl-dodecanoate OC1=CC(=C(CNC(COC(CCCCCCCCCCC)=O)=O)C=C1OC)I.OC(C(=O)C1=CC=CC=C1)(C)C